1-{4-[8-amino-5-(4-aminocyclohex-1-en-1-yl)-3-methylimidazo[1,5-a]pyrazin-1-yl]naphthalen-1-yl}-3-{4-[(4-methylpiperazin-1-yl)methyl]phenyl}urea NC=1C=2N(C(=CN1)C1=CCC(CC1)N)C(=NC2C2=CC=C(C1=CC=CC=C21)NC(=O)NC2=CC=C(C=C2)CN2CCN(CC2)C)C